N-(3-(6-(2-(trifluoromethyl)phenyl)-2H-indazol-2-yl)propyl)acrylamide FC(C1=C(C=CC=C1)C=1C=CC2=CN(N=C2C1)CCCNC(C=C)=O)(F)F